C(C1CC(=O)NC(=O)N1)(=O)O 4,5-dihydroorotic acid